Piperidin-1-yl-(1-(m-tolyl)-1H-1,2,3-triazol-4-yl)methanone N1(CCCCC1)C(=O)C=1N=NN(C1)C=1C=C(C=CC1)C